FC=1C=C(C=CC1F)CC(=O)C1C(OC(OC1=O)(C)C)=O 5-(2-(3,4-Difluorophenyl)acetyl)-2,2-dimethyl-1,3-dioxane-4,6-dione